trans-N-(8-amino-6-(5-methyl-2-oxoimidazolidin-1-yl)isoquinolin-3-yl)-2-cyanocyclopropane-1-carboxamide NC=1C=C(C=C2C=C(N=CC12)NC(=O)[C@H]1[C@@H](C1)C#N)N1C(NCC1C)=O